N-(2-FORMYL-4-METHOXY-PHENYL)-ACETAMIDE C(=O)C1=C(C=CC(=C1)OC)NC(C)=O